C(=O)(O)CN(CC(=O)O)CCN(CC(=O)O)CCS N-(carboxymethyl)-N'-(2-mercaptoethyl)-N,N'-ethylenedi-glycine